ClC(Cl)(Cl)OP(=O)(OC(Cl)(Cl)Cl)O.COC=1C=C(\C=N\NC(=O)C2=NC(=CN=C2)C2=CC=C(C=C2)OC)C=C(C1)OC (E)-N'-(3,5-dimethoxybenzylidene)-6-(4-methoxyphenyl)pyrazine-2-carbohydrazide bis(trichloromethyl)phosphate